N1(C=NC=C1)C1=C(C(=O)O)C=C(C(=C1)C(=O)O)N1C=NC=C1 2,5-di(1H-imidazole-1-yl)terephthalic acid